NCC1(CCN(CC1)C=1N=CC(=NC1)SC=1C(=C(C=CC1)S(=O)(=O)NC(C1=CC=CC=C1)=O)Cl)C N-((3-((5-(4-(aminomethyl)-4-methylpiperidin-1-yl)pyrazin-2-yl)thio)-2-chlorophenyl)sulfonyl)benzamide